(R)-N-(1-(3,5-Difluoropyridin-2-yl)piperidin-3-yl)-6-morpholinopyrimidin-4-amine FC=1C(=NC=C(C1)F)N1C[C@@H](CCC1)NC1=NC=NC(=C1)N1CCOCC1